N-(3-cyanophenyl)-N-(1-(4-(3-cyclopropyl-1,2,4-oxadiazol-5-yl)bicyclo[2.2.2]octan-1-yl)ethyl)-3-fluorobicyclo[1.1.1]pentane-1-carboxamide C(#N)C=1C=C(C=CC1)N(C(=O)C12CC(C1)(C2)F)C(C)C21CCC(CC2)(CC1)C1=NC(=NO1)C1CC1